distearyl-isophthalic acid diamide C(CCCCCCCCCCCCCCCCC)C1=CC(=C(C=C1C(=O)N)C(=O)N)CCCCCCCCCCCCCCCCCC